4-(3-Chlorophenyl)-2-(3-thienylmethyl)imidazole ClC=1C=C(C=CC1)C=1N=C(NC1)CC1=CSC=C1